C(CCC)N1C(=NC2=CC=C(C=C2C1=O)F)[C@@H](CCC)N1CCN(CCC1)C (R)-3-butyl-6-fluoro-2-(1-(4-methyl-1,4-diazepan-1-yl)butyl)quinazolin-4(3H)-one